(R)-1-methyl-N-(2,2,2-trifluoro-1-(4-fluorophenyl)ethyl)-1H-indazole-6-sulfonamide CN1N=CC2=CC=C(C=C12)S(=O)(=O)N[C@@H](C(F)(F)F)C1=CC=C(C=C1)F